FC(C1=NN=C(S1)N1C2=C(C3=CC=C(C=C13)S(=O)(=O)NC1(CC1)C)C(=NC=N2)C2CCN(CC2)C([C@H](C)OC)=O)F (S)-9-(5-(Difluoromethyl)-1,3,4-thiadiazol-2-yl)-4-(1-(2-methoxypropanoyl)piperidin-4-yl)-N-(1-methylcyclopropyl)-9H-pyrimido[4,5-b]indole-7-sulfonamide